N,N'-di-p-tolylbenzidine C1(=CC=C(C=C1)NC1=CC=C(C=C1)C1=CC=C(NC2=CC=C(C=C2)C)C=C1)C